3-(tert-butyl)-6,7,8,9-tetrahydrodibenzo[b,d]furan-2-ol C(C)(C)(C)C=1C(=CC2=C(OC3=C2CCCC3)C1)O